COC1=CC=C(CN(S(=O)(=O)C=2C3=CN(N=C3C=C(C2)NC(CC2=C(C=CC=C2)Cl)=O)C)CC2=CC=C(C=C2)OC)C=C1 N-(4-(N,N-bis(4-methoxybenzyl)sulfamoyl)-2-methyl-2H-indazol-6-yl)-2-(2-chlorophenyl)acetamide